OC1=NC=2N(C=3C=CC=CC13)C1=CC=CC=C1C2CC(=O)O (5-hydroxyindolo[1,2-a]quinazolin-7-yl)acetic acid